ClC1=NC(=CC(=C1)OC)OCC1=C(C=C(C=C1)C#N)F 2-chloro-6-((4-cyano-2-fluorobenzyl)oxy)-4-methoxypyridine